FC(N1N=C2C=CC(=C(C2=C1)C)B1OC(C(O1)(C)C)(C)C)F 2-(difluoromethyl)-4-methyl-5-(4,4,5,5-tetramethyl-1,3,2-dioxaborolan-2-yl)-2H-indazole